C(C)(C)C1=NC(=C(C=2CCCCC12)C#N)N1CCOCC1 1-isopropyl-3-morpholin-4-yl-5,6,7,8-tetrahydroisoquinoline-4-carbonitrile